2-(7-azaspiro[3.5]nonan-2-yl)-7-[2-cyano-6-fluoro-3-[[2-hydroxyethyl(methyl)sulfamoyl]-amino]phenoxy]quinoxaline C1C(CC12CCNCC2)C2=NC1=CC(=CC=C1N=C2)OC2=C(C(=CC=C2F)NS(N(C)CCO)(=O)=O)C#N